S1C(=NC2=C1C=CC=C2)\C(\CC(=O)O)=C\C=2C(=NN(C2)C)Br (E)-3-(benzo[d]thiazol-2-yl)-4-(3-bromo-1-methyl-1H-pyrazol-4-yl)but-3-enoic acid